5-chloro-2-hydroxy-3-((1-methoxy-3-methyl-1-oxobutan-2-ylimino)methyl)phenyl 4-methylbenzoate CC1=CC=C(C(=O)OC2=C(C(=CC(=C2)Cl)C=NC(C(=O)OC)C(C)C)O)C=C1